N1(CCCCC1)CCCCCCC piperidinoheptan